FC=1C=2N(C=C(C1)NC(=O)C1=CC3=NC(=CC=C3O1)C1CCN(CC1)C)C=C(N2)C N-(8-fluoro-2-methyl-imidazo[1,2-a]pyridin-6-yl)-5-(1-methyl-4-piperidyl)furo[3,2-b]pyridine-2-carboxamide